FC(S(=O)(=O)[O-])(F)F.C1(=C(C(=CC(=C1)C)C)[I+]C=1C=NC=CC1)C mesityl(pyridin-3-yl)iodonium trifluoromethanesulfonate